(6-((2,6-dioxopiperidin-3-yl)amino)pyrazin-2-yl)methyl methanesulfonate CS(=O)(=O)OCC1=NC(=CN=C1)NC1C(NC(CC1)=O)=O